ClC=1C2=CN(N=C2C(=C(C1)C1=CC=C(C=C1)N1CC2(C1)CCN(CC2)C(=O)OC(C)(C)C)Cl)C(C(=O)OCC)C2=C1N(C=N2)C[C@@H](C1)F tert-Butyl 2-(4-(4,7-dichloro-2-(2-ethoxy-1-((R)-6-fluoro-6,7-dihydro-5H-pyrrolo[1,2-c]imidazol-1-yl)-2-oxoethyl)-2H-indazol-6-yl)phenyl)-2,7-diazaspiro[3.5]nonane-7-carboxylate